C(C)(C)(C)OC(=O)N1C2CC(CC1CC2)C(=O)O 8-(tert-butoxycarbonyl)-8-azabicyclo[3.2.1]octane-3-carboxylic acid